3-((4-(Morpholinomethyl)benzyl)oxy)-2-nitrophenol O1CCN(CC1)CC1=CC=C(COC=2C(=C(C=CC2)O)[N+](=O)[O-])C=C1